(4-amino-1,7-dimethyl-1H-pyrazolo[4,3-c]quinolin-8-yl)(2-(3-fluoropyridin-2-yl)-4-(trifluoromethyl)pyrazolidin-1-yl)methanone NC1=NC=2C=C(C(=CC2C2=C1C=NN2C)C(=O)N2N(CC(C2)C(F)(F)F)C2=NC=CC=C2F)C